(2-cyano-2-(2-(3,5-dichloro-4-((2-(3-(trifluoromethyl)benzyl)-1-oxo-1,2,3,4-tetrahydroisoquinolin-6-yl)oxy)phenyl)hydrazono)acetyl)carbamate C(#N)C(C(=O)NC([O-])=O)=NNC1=CC(=C(C(=C1)Cl)OC=1C=C2CCN(C(C2=CC1)=O)CC1=CC(=CC=C1)C(F)(F)F)Cl